ClC=1C=C2CCO[C@H](C2=CC1Cl)[C@H]1O[C@H]([C@@H]([C@@H]1O)O)N1C=CC2=C1N=CN=C2C (2S,3S,4R,5R)-2-((R)-6,7-dichloroisochroman-1-yl)-5-(4-methyl-7H-pyrrolo[2,3-d]pyrimidin-7-yl)tetrahydrofuran-3,4-diol